(2R)-1-[4-[(R)-amino(2-hydroxy-4,5-dimethylphenyl)methyl]piperidin-1-yl]-2,3-dihydroxypropan-1-one N[C@H](C1CCN(CC1)C([C@@H](CO)O)=O)C1=C(C=C(C(=C1)C)C)O